CN1C(=C(C(=C1C(C(NC=1C=NC=CC1)=O)=O)C)C(=O)NC1=CC(=C(C(=C1)F)F)F)C 1,2,4-trimethyl-5-(2-oxo-2-(pyridin-3-ylamino)acetyl)-N-(3,4,5-trifluorophenyl)-1H-pyrrole-3-carboxamide